3-(3-fluorophenyl)-N-(8-methyl-2-oxo-3,4-dihydro-1H-quinolin-6-yl)pyridine-4-carboxamide FC=1C=C(C=CC1)C=1C=NC=CC1C(=O)NC=1C=C2CCC(NC2=C(C1)C)=O